FC1=C(C(=CC=C1)F)C(C(=O)OC)(C)C methyl 2-(2,6-difluorophenyl)-2-methylpropionate